CC1=C(C(=CC(=C1)C(C1=CC=CC=C1)C1=CC=CC=C1)C)C1=C(C(=CC=C1)C1=C(C=C(C=C1C)C(C1=CC=CC=C1)C1=CC=CC=C1)C)P(C(C)(C)C)C1=C(C=CC=C1)OC(C)C {2,6-bis[2,6-dimethyl-4-(benzhydryl)phenyl]phenyl}-(2-isopropoxyphenyl)-tert-butylphosphine